C(CC=C)Br homoallyl bromide